BrC1=CC(=C(C#N)C=C1)Cl 4-bromo-2-chlorobenzonitrile